ClC1=CC=C(C=C1)[C@H]1COCCN1C1=NC(=NC2=CC=C(C=C12)C=1C=C(C(N(C1)C)=O)C)C=1C=NN(C1)CC(C)(C)O (S)-5-(4-(3-(4-chlorophenyl)morpholino)-2-(1-(2-hydroxy-2-methylpropyl)-1H-pyrazol-4-yl)quinazolin-6-yl)-1,3-dimethylpyridin-2(1H)-one